N-{[5-chloro-6-(5-methoxy-2-pyrazinyl)-2-indolyl]methyl}2-hydroxybutyramide ClC=1C=C2C=C(NC2=CC1C1=NC=C(N=C1)OC)CNC(C(CC)O)=O